CN(C/C=C/C(=O)N1CC2=C([C@@H](C1)C1=C(C=CC=C1)C=1C(=NN(C1)C1=NC=CC=C1F)C(F)(F)F)C=C(S2)C#N)C (S,E)-6-(4-(Dimethylamino)but-2-enoyl)-4-(2-(1-(3-fluoropyridin-2-yl)-3-(trifluoromethyl)-1H-pyrazol-4-yl)phenyl)-4,5,6,7-tetrahydrothieno[2,3-c]pyridine-2-carbonitrile